The molecule is dianion of (R)-2-O-sulfolactic acid arising from deprotonation of carboxylic acid and sulfate functions. It is a monocarboxylic acid anion and an organosulfate oxoanion. It is a conjugate base of a (R)-2-O-sulfolactic acid. C[C@H](C(=O)[O-])OS(=O)(=O)[O-]